C=C1CC(=O)O1 Diketen